(4-aminopiperidin-1-yl)-2-(3-(1-(3',4'-difluoro-[1,1'-biphenyl]-3-carbonyl)piperidin-3-yl)phenoxy)-2-methylpropan-1-one NC1CCN(CC1)C(C(C)(C)OC1=CC(=CC=C1)C1CN(CCC1)C(=O)C=1C=C(C=CC1)C1=CC(=C(C=C1)F)F)=O